ethyl (R)-2-(1-(cyclopropylmethyl)-6-(1-(3,3-dimethylureido)ethyl)-1H-pyrrolo[2,3-b]pyridin-2-yl)-7-methoxy-1-methyl-1H-benzo[d]imidazole-5-carboxylate C1(CC1)CN1C(=CC=2C1=NC(=CC2)[C@@H](C)NC(=O)N(C)C)C2=NC1=C(N2C)C(=CC(=C1)C(=O)OCC)OC